1,8-dibromo-3,6-di-tert-butyl-(4-fluorophenyl)-9H-carbazole BrC1=C(C(=CC=2C3=CC(=CC(=C3NC12)Br)C(C)(C)C)C(C)(C)C)C1=CC=C(C=C1)F